C1(CC1)N(C(=O)C1=CC(=NN1C1=CC=C(C=C1)OC)C(=O)N)C1CCN(CC1)N1C(COCC1)=O N5-Cyclopropyl-1-(4-methoxyphenyl)-N5-(1-(3-oxomorpholino)piperidin-4-yl)-1H-pyrazole-3,5-dicarboxamide